1,5-bis(5-chloro-2-methylthiophen-3-yl)pentane-1,5-dione ClC1=CC(=C(S1)C)C(CCCC(=O)C1=C(SC(=C1)Cl)C)=O